N-(4-(4-amino-1-((R)-1-((R)-3-hydroxypyrrolidine-1-carbonyl)pyrrolidin-3-yl)-7-oxo-6,7-dihydro-1H-pyrrolo[2,3-d]pyridazin-3-yl)benzyl)-5-fluoro-2-methoxybenzamide NC=1C2=C(C(NN1)=O)N(C=C2C2=CC=C(CNC(C1=C(C=CC(=C1)F)OC)=O)C=C2)[C@H]2CN(CC2)C(=O)N2C[C@@H](CC2)O